(R)-tert-butyl 4-(1-(4-(2-methylbenzamido)-2-(trifluoromethyl)phenylsulfonamido)ethyl)piperidine-1-carboxylate CC1=C(C(=O)NC2=CC(=C(C=C2)S(=O)(=O)N[C@H](C)C2CCN(CC2)C(=O)OC(C)(C)C)C(F)(F)F)C=CC=C1